C(=CC)SC[C@H](N)C(=O)O S-1-Propenyl-L-cysteine